CC1(CCN(CC1)C=1OC2=C(C=C(C=C2C(C1C)=O)C)[C@@H](C)NC1=C(C=CC=C1)C1=CC2=C(B(OC2)O)C=C1)C (R)-2-(4,4-dimethylpiperidin-1-yl)-8-(1-((2-(1-hydroxy-1,3-dihydrobenzo[c][1,2]oxaborol-5-yl)phenyl)amino)ethyl)-3,6-dimethyl-4H-chromen-4-one